FC1=NC=CC2=C1C(C1CCC2N1C(=O)OC(C)(C)C)=C tert-butyl (±)-1-fluoro-9-methylene-6,7,8,9-tetrahydro-5H-5,8-epiminocyclohepta[c]pyridine-10-carboxylate